(R,Z)-N-((4-iodo-3-methylisoxazol-5-yl)methylene)-2-methylpropane-2-sulfinamide IC=1C(=NOC1\C=N/[S@](=O)C(C)(C)C)C